OC1CCOO1 2-hydroxy-3,4-dioxolane